5-{4-[4-(3,5-dimethylpyridin-2-yl)piperazine-1-carbonyl]-5-fluoro-2-methoxyphenyl}-5-isopropylimidazolidine-2,4-dione CC=1C(=NC=C(C1)C)N1CCN(CC1)C(=O)C1=CC(=C(C=C1F)C1(C(NC(N1)=O)=O)C(C)C)OC